N=1SN=C2C1C(C1=C(C2=O)SC=C1)=O thieno[2',3':4,5]benzo[1,2-c][1,2,5]thiadiazol-4,8-dione